((R)-1-(((S)-3-(3,6-difluoro-9H-carbazol-9-yl)-2-hydroxypropyl)amino)propan-2-yl)carbamic acid tert-butyl ester C(C)(C)(C)OC(N[C@@H](CNC[C@@H](CN1C2=CC=C(C=C2C=2C=C(C=CC12)F)F)O)C)=O